ClC1=CC(=CC=2N(C(OC21)=O)C)C(=O)[C@@H]2[C@H](C2)C=2N=NNN2 7-chloro-3-methyl-5-{[(1S,2S)-2-(2H-1,2,3,4-tetrazol-5-yl)cyclopropyl]carbonyl}-2,3-dihydro-1,3-benzoxazol-2-one